BrC1=C2C=NN(C2=CC(=C1C)Cl)C1OCCCC1 4-bromo-6-chloro-5-methyl-1-(tetrahydro-2H-pyran-2-yl)-1H-indazole